COC1CCC(CC1)CNC1C(CCCCC1)OC=1C=C2CN(C(C2=CC1)=O)C1C(NC(CC1)=O)=O 3-(5-((2-((((1r,4r)-4-methoxycyclohexyl)methyl)amino)cycloheptyl)oxy)-1-oxoisoindolin-2-yl)piperidine-2,6-dione